OCCOCCCCCNC(OC(C)(C)C)=O tert-butyl (5-(2-hydroxyethoxy)pentyl)carbamate